ClC1=CC=CC(=N1)N1N=C(C2=C(C=CC=C12)F)I 1-(6-chloro-2-pyridinyl)-4-fluoro-3-iodo-indazole